5-[3-[(1R)-2,2-difluoro-1-[2-(2,2,2-trifluoroethoxymethyl)-4-pyridyl]ethoxy]-1-methyl-pyrazolo[3,4-c]pyridazin-5-yl]-1H-pyrimidine-2,4-dione FC([C@H](OC1=NN(C2=NN=C(C=C21)C=2C(NC(NC2)=O)=O)C)C2=CC(=NC=C2)COCC(F)(F)F)F